di-thiopropionic acid C(CC)(=S)S